O=C1CCCC2=C1C=C(O2)S(=O)(=O)Cl 4-oxo-4,5,6,7-tetrahydrobenzofuran-2-sulfonyl chloride